Potassium (butoxycarbonyl)((5-isobutyl-4'-((2-(cyclopropan-2-yl)-1H-imidazol-1-yl)methyl)-[1,1'-biphenyl]-2-yl)sulfonyl)amide C(CCC)OC(=O)[N-]S(=O)(=O)C1=C(C=C(C=C1)CC(C)C)C1=CC=C(C=C1)CN1C(=NC=C1)C1CC1.[K+]